BrC=1C=CC2=C(N(C=N2)C=2C=C(N)C=CC2)C1 3-(6-bromo-1H-benzo[d]imidazol-1-yl)aniline